(S)-quinuclidin-3-yl (5-(4-ethoxyphenyl)-6-methoxy-2,2-dimethyl-2,3-dihydro-1H-inden-1-yl)carbamate C(C)OC1=CC=C(C=C1)C=1C=C2CC(C(C2=CC1OC)NC(O[C@@H]1CN2CCC1CC2)=O)(C)C